C1(CC1)OC1=CC=2N=CN=C(C2N=C1NC(=O)[C@@]12CN(C[C@H]2C1)C)C=1C(=NN(C1)C)C1=CC=CC=C1 (1S,5S)-N-[7-cyclopropoxy-4-(1-methyl-3-phenyl-1H-pyrazol-4-yl)pyrido[3,2-d]pyrimidin-6-yl]-3-methyl-3-azabicyclo[3.1.0]hexane-1-carboxamide